2-(2-(2-(2-aminoethoxy)ethoxy)ethoxy)acetic acid NCCOCCOCCOCC(=O)O